N-(5-(3,5-difluorobenzyl)-1H-indazol-3-yl)-4-(4-(4-(3-(2,6-dioxopiperidin-3-yl)-1-methyl-1H-indazol-7-yl)but-3-yn-1-yl)piperazin-1-yl)-2-((tetrahydro-2H-pyran-4-yl)amino)benzamide FC=1C=C(CC=2C=C3C(=NNC3=CC2)NC(C2=C(C=C(C=C2)N2CCN(CC2)CCC#CC=2C=CC=C3C(=NN(C23)C)C2C(NC(CC2)=O)=O)NC2CCOCC2)=O)C=C(C1)F